7-[3,3-bis(hydroxymethyl)azetidin-1-yl]-6-fluoro-4-oxo-N-(3,3,4,4,4-pentafluoro-2-methylbut-2-yl)-1-(2,4,6-trifluorophenyl)-1,4-dihydro-1,8-naphthyridine-3-carboxamide OCC1(CN(C1)C1=C(C=C2C(C(=CN(C2=N1)C1=C(C=C(C=C1F)F)F)C(=O)NC(C)(C(C(F)(F)F)(F)F)C)=O)F)CO